Furan-4-boronic acid pinacol ester O1C=CC(=C1)B1OC(C)(C)C(C)(C)O1